C(C=C)(=O)OCC1=C(C(=CC=C1)COC(C=C)=O)[N+](=O)[O-] (2-nitro-1,3-phenylene)bis-(methylene) diacrylate